2-(2-methoxyethoxy)benzoic acid COCCOC1=C(C(=O)O)C=CC=C1